N-(4-cyano-2-fluorophenyl)-6-(thiophen-3-yl)-1H-indole-3-sulfonamide C(#N)C1=CC(=C(C=C1)NS(=O)(=O)C1=CNC2=CC(=CC=C12)C1=CSC=C1)F